CC=1C=C(C=C(C1)C)NC(=O)C1=CC2=CC=C(C=C2C=C1)O N-(3,5-dimethylphenyl)-6-hydroxy-2-naphthalamide